2-benzoyloxyimino-1-phenylpropan-1-one C(C1=CC=CC=C1)(=O)ON=C(C(=O)C1=CC=CC=C1)C